4-(benzoyloxy)piperazine-1-carboxylic acid ethyl ester C(C)OC(=O)N1CCN(CC1)OC(C1=CC=CC=C1)=O